1-(3-methoxybenzyl)azetidine COC=1C=C(CN2CCC2)C=CC1